4-(4,6-diiodopyrimidin-2-yl)morpholine IC1=NC(=NC(=C1)I)N1CCOCC1